ClC1=NC(=NC(=N1)N1C(CC1)CCCCCC(=O)O)N1C(CC1)CCCCCC(=O)O 6,6'-((6-chloro-1,3,5-triazine-2,4-diyl)bis(azetidinediyl))dihexanoic acid